(2S,5S)-benzyl 5-(4-bromo-2-fluorobenzyl)-2-tert-butyl-3-methyl-4-oxoimidazolidine-1-carboxylate BrC1=CC(=C(C[C@H]2C(N([C@@H](N2C(=O)OCC2=CC=CC=C2)C(C)(C)C)C)=O)C=C1)F